BrC=1C=C(C(=C(C=NC=2C=C(C(=O)O)C=CC2)C1)O)O 3-(5-bromo-2,3-dihydroxybenzylideneamino)benzoic acid